2-(6-chloro-9H-carbazol-2-yl)propionic acid ClC=1C=C2C=3C=CC(=CC3NC2=CC1)C(C(=O)O)C